N-(3-((1,4-dioxo-1,4-dihydronaphthalen-2-yl)amino)phenyl)-4,5-difluoro-2-nitrobenzamide O=C1C(=CC(C2=CC=CC=C12)=O)NC=1C=C(C=CC1)NC(C1=C(C=C(C(=C1)F)F)[N+](=O)[O-])=O